2-((4-bromo-5-fluorothiophen-2-yl)methoxy)tetrahydro-2H-pyran BrC=1C=C(SC1F)COC1OCCCC1